9-hydroxy-5-oxodecahydropyrrolo[1,2-a]azocine OC1CC2N(C(CCC1)=O)CCC2